FCCNS(OCC(=O)NC=1SC(=C(N1)C)CC1=CC(=CC=C1)Cl)(=O)=O 2-((5-(3-chlorobenzyl)-4-methylthiazol-2-yl)amino)-2-oxoethyl (2-fluoroethyl)sulfamate